ClC1=CC=CC(=N1)N1[C@@H](CNCC1)C (R)-4-(6-chloropyridin-2-yl)-3-methylpiperazine